P(=O)(OC[N+]1(CCN(CC1)C1=CC=CC=2SC=CC21)CCCCOC2=CC=C1C=CC(NC1=C2)=O)(OC(C)C)[O-] (4-(benzo[b]thiophen-4-yl)-1-(4-((2-oxo-1,2-dihydroquinolin-7-yl)oxy)butyl)piperazin-1-ium-1-yl)methyl isopropyl phosphate